CC=1NC(=CN1)C=1C=C(C=CC1)NC1CCN(CC1)C(=O)OCC1=CC(=CC(=C1)Cl)Cl 3,5-dichlorobenzyl 4-((3-(2-methyl-1H-imidazol-5-yl)phenyl)amino)piperidine-1-carboxylate